(S)-6-Bromo-3-(3-(dimethylamino)pyrrolidin-1-yl)-5-fluoro-7,9-dihydrofuro[3,4-f]quinazolin-1-ol BrC=1C2=C(C3=C(N=C(N=C3C1F)N1C[C@H](CC1)N(C)C)O)COC2